CN(C(C)C1(C(C1)(F)F)CO)C (1-(1-(dimethylamino)ethyl)-2,2-difluorocyclopropyl)methanol